BrC=1C=C2C(=NC1)N=C(N2)C2CC21CCN(CC1)C(=O)OC(C)(C)C tert-butyl 1-(6-bromo-1H-imidazo[4,5-b]pyridin-2-yl)-6-azaspiro[2.5]octane-6-carboxylate